7-((2-(tetrahydro-2H-pyran-4-yl)ethyl)amino)-2-(((tetrahydro-2H-pyran-4-yl)thio)methyl)quinazolin-4(3H)-one O1CCC(CC1)CCNC1=CC=C2C(NC(=NC2=C1)CSC1CCOCC1)=O